CNC(C1=CC(=CC=C1)N1CCNCCCNC(C=2N(N=C(C3=CC4=C1C=CN=C4C=C3)C2)C)=O)=O N-methyl-3-[11-methyl-9-oxo-2,3,4,5,6,7,8,9-octahydro-14,16-etheno-13,10-(metheno)pyrido[4,3-m][1,2,5,9,12]pentaazacycloheptadecin-1(11H)-yl]benzamide